(4aS,8aS)-1-((5-methyl-1H-pyrazol-4-yl)methyl)-4-(1,4,5,6-tetrahydrocyclopenta[c]pyrazole-3-carbonyl)octahydroquinoxalin-2(1H)-one CC1=C(C=NN1)CN1C(CN([C@H]2CCCC[C@H]12)C(=O)C=1C2=C(NN1)CCC2)=O